cyclohexan-1-amine trifluoroacetate FC(C(=O)O)(F)F.C1(CCCCC1)N